IC1=NN(C2=NC(=CN=C21)N2CCC1(CC2)[C@@H](C2=CC=CC=C2C1)CC(C)(S(=O)N)C)C1OCCCC1 (1S)-1'-(3-iodo-1-(tetrahydro-2H-pyran-2-yl)-1H-pyrazolo[3,4-b]pyrazin-6-yl)-1,3-dihydrospiro[indene-2,4'-piperidin]-1-yl-2-methylpropane-2-sulfinamide